C(\C=C\C1=CC(O)=C(O)C=C1)(=O)[O-] caffeic acid anion